1-[(2R,4S)-4-[4-Amino-3-[2-(4,6-difluoro-2-methyl-1H-1,3-benzodiazol-5-yl)ethynyl]pyrazolo[3,4-d]pyrimidin-1-yl]-2-(methoxymethyl)pyrrolidin-1-yl]prop-2-en-1-one NC1=C2C(=NC=N1)N(N=C2C#CC2=C(C1=C(NC(=N1)C)C=C2F)F)[C@H]2C[C@@H](N(C2)C(C=C)=O)COC